2-((7-(3-chloro-4-fluorophenyl)-4,5-dihydrobenzo[d]thiazol-2-yl)amino)-2-oxoethyl methylsulfamate CNS(OCC(=O)NC=1SC2=C(N1)CCC=C2C2=CC(=C(C=C2)F)Cl)(=O)=O